1-(6Z,9Z,12Z-octadecatrienoyl)-2-(9Z-tetradecenoyl)-glycero-3-phospho-(1'-sn-glycerol) CCCCC/C=C\C/C=C\C/C=C\CCCCC(=O)OC[C@H](COP(=O)(O)OC[C@H](CO)O)OC(=O)CCCCCCC/C=C\CCCC